palladium (ii) methanesulfonate CS(=O)(=O)[O-].[Pd+2].CS(=O)(=O)[O-]